NC1(CCN(CC1)C1=C2C(=NC=N1)NN=C2Br)C(=O)N[C@@H](C)C2=CC=C(C=C2)Cl 4-amino-1-(3-bromo-1H-pyrazolo[3,4-d]pyrimidin-4-yl)-N-[(1S)-1-(4-chlorophenyl)ethyl]piperidine-4-carboxamide